4-methyl-N'-(1-(6-nitropyridin-3-yl)piperidin-4-ylidene)benzenesulfonohydrazide CC1=CC=C(C=C1)S(=O)(=O)NN=C1CCN(CC1)C=1C=NC(=CC1)[N+](=O)[O-]